C(C=C)(=O)O.COC methylether acrylate